COC(=O)C=1C=2CCC(C2C(=CC1N1CCC(CC1)CO)Br)=O 7-bromo-5-(4-(hydroxymethyl)piperidin-1-yl)-1-oxo-2,3-dihydro-1H-indene-4-carboxylic acid methyl ester